ClC1=C(C(=C(C=C1)CC#N)F)F 2-(4-chloro-2,3-difluorophenyl)acetonitrile